trans-N-((6-(2-chloro-5-fluoro-phenyl)pyridazin-3-yl)methyl)-3-(cyclohexylmethyl)-3-azabicyclo[3.1.0]hexane-6-amine ClC1=C(C=C(C=C1)F)C1=CC=C(N=N1)CNC1C2CN(CC12)CC1CCCCC1